1-(2-methoxy-1,1-dimethyl-ethyl)pyrazole-3-carboxylic acid COCC(C)(C)N1N=C(C=C1)C(=O)O